FC1=CC=C(C=C1)C=1C=C2C(=C(C(N(C2=NC1)CCN1CCOCC1)=O)C(=O)NC1(CCC(CC1)C)CO)O 6-(4-fluorophenyl)-4-hydroxy-N-((1s,4s)-1-(hydroxymethyl)-4-methylcyclohexyl)-1-(2-morpholinoethyl)-2-oxo-1,2-dihydro-1,8-naphthyridine-3-carboxamide